C1(CC1)C1=NN(C=2N=C(NC(C21)=O)C)C(C)C2=CC(=C(C=C2)F)F 3-Cyclopropyl-1-(1-(3,4-difluorophenyl)Ethyl)-6-Methyl-1H-Pyrazolo[3,4-d]Pyrimidin-4(5H)-One